7-chloro-1-methyl-1,4-dihydropyrido[2,3-b]pyrazine-2,3-dione ClC1=CC2=C(NC(C(N2C)=O)=O)N=C1